NC=1N=C(C=C2C=C(N=CC12)NC(=O)[C@@H]1[C@H](C1)C=1C=NN(C1)C)C1=C(C=CC(=C1)O)C (1S,2S)-N-[8-amino-6-(5-hydroxy-2-methylphenyl)-2,7-naphthyridin-3-yl]-2-(1-methyl-1H-pyrazol-4-yl)cyclopropane-1-carboxamide